NCCCC(=O)NC1=CC(=C(C(=O)N(C)C)C=C1)C#CCN 4-(4-aminobutanamido)-2-(3-aminoprop-1-yn-1-yl)-N,N-dimethylbenzamide